C12(CC3CC(CC(C1)C3)C2)C2=CC(=CC=3C(C1=CC=CC=C1C23)(C)C)N 4-(adamantan-1-yl)-N-(9,9-dimethyl-fluoren-2-yl)amine